CC(C1=C(C(=CC(=C1)C(N)(C)C)OC)O)(N)C 2,4-Bis(dimethyl-aminomethyl)-6-methoxyphenol